CN1CSC2=C1C=CC=C2 3-methyl-1,3-benzothiazol